tert-butyl 6-bromo-5-fluoro-2-oxoindoline-1-carboxylate BrC1=C(C=C2CC(N(C2=C1)C(=O)OC(C)(C)C)=O)F